methyl 5-amino-6-methoxypyrazine-2-carboxylate NC=1N=CC(=NC1OC)C(=O)OC